2-(oxan-2-yl)-6-(4,4,5,5-tetramethyl-1,3,2-dioxaborolan-2-yl)pyridazin-3-one O1C(CCCC1)N1N=C(C=CC1=O)B1OC(C(O1)(C)C)(C)C